(6S,7S)-6-fluoro-7-((S)-1-(4-fluorophenyl)-1,2,3,4-tetrahydroisoquinoline-2-carbonyl)-1,4-oxaazepane-4-carboxylic acid tert-butyl ester C(C)(C)(C)OC(=O)N1CCO[C@H]([C@H](C1)F)C(=O)N1[C@H](C2=CC=CC=C2CC1)C1=CC=C(C=C1)F